3,4,5-trihydroxybenzoic acid octadecyl ester C(CCCCCCCCCCCCCCCCC)OC(C1=CC(=C(C(=C1)O)O)O)=O